deoxyadenosine monophosphate disodium salt [Na+].[Na+].P(=O)([O-])([O-])OC[C@@H]1[C@H](C[C@@H](O1)N1C=NC=2C(N)=NC=NC12)O